5,6,7,8-tetrahydropyrido[4,3-d]pyrimidin-4-amine N1=CN=C(C2=C1CCNC2)N